10,10-dipropyloxy-3,5-decadiene C(CC)OC(CCCC=CC=CCC)OCCC